C(=O)C=1C=C(C=CC1)NC(OC(C)(C)C)=O tert-butyl (3-formyl-phenyl)carbamate